ClC=1C(=CC(=NC1)OC)C1=CC(=NN1)C(=O)N1CCC(CC1)C(=O)NCC=1C(=NN(C1C)C)C 1-[5-(5-chloro-2-methoxypyridin-4-yl)-1H-pyrazole-3-carbonyl]-N-[(1,3,5-trimethyl-1H-pyrazol-4-yl)methyl]piperidine-4-carboxamide